(1s,2s)-2-fluoro-N-(6-(6-methyl-1H-indol-5-yl)imidazo[1,2-a]pyridin-2-yl)cyclopropanecarboxamide F[C@@H]1[C@@H](C1)C(=O)NC=1N=C2N(C=C(C=C2)C=2C=C3C=CNC3=CC2C)C1